C(#N)NC(C1=NC(=C(C=C1)N1CCN(CC1)CC1=CC=2NC(N(C(C2S1)=O)C)=O)C)=O N-cyano-6-methyl-5-(4-((3-methyl-2,4-dioxo-1,2,3,4-tetrahydrothieno[3,2-d]pyrimidin-6-yl)methyl)piperazin-1-yl)picolinamide